(1R,3aS,10aR)-1-[(1E,3ξ)-3-hydroxy-4-methylene-1-octen-1-yl]-2,3,3a,9,10,10a-hexahydro-1H-benzo[b]cyclopenta[f]oxepin-6-carboxylic acid OC(/C=C/[C@H]1CC[C@H]2[C@@H]1CCC1=C(O2)C=C(C=C1)C(=O)O)C(CCCC)=C